(Z)-2-chloro-N-hydroxyiminobenzyl chloride ClC1=C(/C(=N/O)/Cl)C=CC=C1